N-(bicyclo[2.2.1]hept-2-yl)-N-(1H-pyrazol-5-yl)-3-p-tolylpropionamide C12C(CC(CC1)C2)N(C(CCC2=CC=C(C=C2)C)=O)C2=CC=NN2